tert-butyl 4-(piperazin-1-ylmethyl)-[1,4'-bipiperidine]-1'-carboxylate N1(CCNCC1)CC1CCN(CC1)C1CCN(CC1)C(=O)OC(C)(C)C